C1(=CC=CC=C1)N1N=C(C=C1C(C)C)C(C)C 1-phenyl-3,5-bis(propan-2-yl)-1H-pyrazole